diphenyl monodecyl phosphite P(OC1=CC=CC=C1)(OC1=CC=CC=C1)OCCCCCCCCCC